N-(6-amino-5-methyl-3-pyridyl)-2-[2-(benzothiophen-3-yl)-1-piperidyl]-2-oxo-acetamide NC1=C(C=C(C=N1)NC(C(=O)N1C(CCCC1)C1=CSC2=C1C=CC=C2)=O)C